C(C1=CC=CC=C1)OC=1C=NC(=NC1)N1CCC2(CCN(C2=O)C2CC2)CC1 8-(5-Benzyloxypyrimidin-2-yl)-2-cyclopropyl-2,8-diazaspiro[4.5]decan-1-one